FC1(CCN(CC1)C1=CC=CC=C1)CN1[C@@H]([C@H]([C@@H]([C@H](C1)O)O)O)C (2R,3R,4R,5S)-1-((4-fluoro-1-phenylpiperidin-4-yl)methyl)-2-methylpiperidin-3,4,5-triol